calcium phosphorus [P].[Ca]